FC=1C=C(C=CC1F)C1CC(C=2N1N=C(N2)S)F 5-(3,4-difluorophenyl)-7-fluoro-6,7-dihydro-5H-pyrrolo[1,2-b][1,2,4]triazole-2-thiol